2-(4-nitrophenyl)-5-aminobenzoxazole [N+](=O)([O-])C1=CC=C(C=C1)C=1OC2=C(N1)C=C(C=C2)N